3-bromo-2-[4-(4-methyl-1,2,4-triazol-3-yl)piperidin-1-yl]-6-[(1-methylpyrrolidin-3-yl)oxy]benzonitrile BrC=1C(=C(C#N)C(=CC1)OC1CN(CC1)C)N1CCC(CC1)C1=NN=CN1C